2,7-dibromo-9,9-bis(8-bromooctyl)fluorene BrC1=CC=2C(C3=CC(=CC=C3C2C=C1)Br)(CCCCCCCCBr)CCCCCCCCBr